t-butyl (4-bromothiazol-2-yl)carbamate BrC=1N=C(SC1)NC(OC(C)(C)C)=O